[(3R,9aS)-3-(2,3-difluorophenyl)-3,4,6,7,9,9a-hexahydro-1H-pyrazino[2,1-c][1,4]oxazin-8-yl]-(2-chloro-3-methoxy-phenyl)methanone FC1=C(C=CC=C1F)[C@@H]1CN2[C@H](CO1)CN(CC2)C(=O)C2=C(C(=CC=C2)OC)Cl